CC1=CC(=C(C=C1)O)N=NC1=C(C=CC=C1)[N+](=O)[O-] 4-methyl-2-(2-nitrophenylazo)phenol